3-bromo-5-[2-fluoro-4-(trifluoromethoxy)phenoxy]-1-methyl-1H-1,2,4-triazole BrC1=NN(C(=N1)OC1=C(C=C(C=C1)OC(F)(F)F)F)C